C[C@]12CC[C@H](C1(C)C)C[C@H]2O (1S-endo)-1,7,7-Trimethylbicyclo[2.2.1]heptan-2-ol